2-(3-(3-(1-(2-chloro-4-fluorophenyl)cyclopropyl)-1,2,4-oxadiazol-5-yl)-5-(difluoromethyl)-1H-pyrazol-1-yl)-N-(2,2,2-trifluoroethyl)acetamide ClC1=C(C=CC(=C1)F)C1(CC1)C1=NOC(=N1)C1=NN(C(=C1)C(F)F)CC(=O)NCC(F)(F)F